tert-butyl 3-(2,3-dichloro-6-fluorophenyl)-3-((3,5-dimethyl-4-oxo-3,4-dihydroquinazolin-6-yl)amino)pyrrolidine-1-carboxylate ClC1=C(C(=CC=C1Cl)F)C1(CN(CC1)C(=O)OC(C)(C)C)NC=1C(=C2C(N(C=NC2=CC1)C)=O)C